4-(((Tert-Butyldiphenylsilyl)oxy)methyl)-3-methylbenzo[b]thiophene-6-carboxylic acid ethyl ester C(C)OC(=O)C=1C=C(C2=C(SC=C2C)C1)CO[Si](C1=CC=CC=C1)(C1=CC=CC=C1)C(C)(C)C